3-(trimethyl-silyl)prop-2-yn-1-ol C[Si](C#CCO)(C)C